(E)-2-(2-Isocyanovinyl)-4-methoxyphenol [N+](#[C-])/C=C/C1=C(C=CC(=C1)OC)O